eicosyl n-hexanoate C(CCCCC)(=O)OCCCCCCCCCCCCCCCCCCCC